NC1=NC=CC(=C1C#CC1(CCCCC1)O)C=1C=C2C(=NNC2=CC1)N 1-((2-Amino-4-(3-amino-1H-indazol-5-yl)pyridin-3-yl)ethynyl)cyclohexan-1-ol